ClC=1C=C(OC=2C=C3C=C(NC3=CC2)C(=O)NS(=O)(=O)C=2C=C3C=CC(OC3=CC2)=O)C=CC1Cl 5-(3,4-dichlorophenoxy)-N-((2-oxo-2H-chromen-6-yl)sulfonyl)-1H-indole-2-carboxamide